4-(2-((perfluorophenyl)methylene)hydrazino)benzoic acid FC1=C(C(=C(C(=C1F)F)F)F)C=NNC1=CC=C(C(=O)O)C=C1